4-(3-fluorobenzyl)-3-(4-isobutoxybenzyl)-1-(1-methylpiperidin-4-yl)-1,3-dihydro-2H-imidazol-2-one FC=1C=C(CC=2N(C(N(C2)C2CCN(CC2)C)=O)CC2=CC=C(C=C2)OCC(C)C)C=CC1